O-propyl-L-homoserine C(CC)OCC[C@H](N)C(=O)O